CC(=CC1=CC(=NC=C1)N)C 4-(2-methylprop-1-en-1-yl)pyridin-2-amine